6-Hydroxy-2,5-Dimethyl-N-(4-(trifluoromethyl)benzyl)pyrazolo[1,5-a]pyrido[3,2-e]pyrimidine-7-carboxamide OC1=C(C=NC2=C1C(=NC=1N2N=C(C1)C)C)C(=O)NCC1=CC=C(C=C1)C(F)(F)F